CC1=NN(C(=C1)C)C=1C=C(N)C=C(C1)N1CCOCC1 3-(3,5-dimethyl-1H-pyrazol-1-yl)-5-morpholinoaniline